NC1=C(C(=C(OC2=CC(=NC=C2)C(=O)NC)C=C1)C)F 4-(4-amino-3-fluoro-2-methylphenoxy)-N-methylpyridine-2-carboxamide